3-((5-chloro-3-(4-isobutyramidophenyl)-2-oxo-2,3-dihydro-1H-benzo[d]imidazol-1-yl)methyl)benzoic acid ClC1=CC2=C(N(C(N2C2=CC=C(C=C2)NC(C(C)C)=O)=O)CC=2C=C(C(=O)O)C=CC2)C=C1